C(C)(=O)CC(=O)[O-].C(C)(=O)CC(=O)[O-].C(CCCCCCC)[Sn+2]CCCCCCCC dioctyl-tin bis(acetylacetate)